1-(2-(Difluoromethoxy)-5-fluoropyridin-4-yl)-6-fluoro-3-isopropyl-N-(3-methyl-1,1-dioxidothietan-3-yl)-2-oxo-2,3-dihydro-1H-benzo[d]imidazole-5-carboxamide FC(OC1=NC=C(C(=C1)N1C(N(C2=C1C=C(C(=C2)C(=O)NC2(CS(C2)(=O)=O)C)F)C(C)C)=O)F)F